F[C@]1(C=2C=CC=NC2[C@@H](CC1)O)C(=O)NCC1=C(C=C(C=C1)F)C(F)(F)F (5r,8r)-5-fluoro-N-(4-fluoro-2-(trifluoromethyl)benzyl)-8-hydroxy-5,6,7,8-tetrahydroquinoline-5-carboxamide